COC1=C(C=C(C=C1)OC)N=C=S 2,5-dimethoxyphenyl isothiocyanate